2-(((3-Butyl-3-ethyl-5-(4-fluorophenyl)-7-(methylsulfanyl)-1,1-dioxido-2,3,4,5-tetrahydro-1,5-benzothiazepin-8-yl)methyl)thio)acetic acid C(CCC)C1(CS(C2=C(N(C1)C1=CC=C(C=C1)F)C=C(C(=C2)CSCC(=O)O)SC)(=O)=O)CC